FC1=C(C(=O)N[C@@H](C(=O)N2CCC3(C(CN(C3=O)C)C3=CC=CC=C3)CC2)C(C)C)C=CC=C1 2-fluoro-N-((2R)-3-methyl-1-(2-methyl-1-oxo-4-phenyl-2,8-diazaspiro-[4.5]decan-8-yl)-1-oxobutan-2-yl)benzamide